C(C)(C)(C)OC(C(C#CC1=CC=CC=C1)OC(C1=C(C=CC=C1)I)=O)=O 1-(tert-butoxy)-1-oxo-4-phenylbut-3-yn-2-yl-2-iodobenzoate